CN(C=1C=C(C(=O)NC2=CC(=C(C=C2)C)NC(C2=CC=C(C=C2)O)=O)C=CC1)C 3-(Dimethylamino)-N-[3-[(4-hydroxybenzoyl)-amino]-4-methylphenyl]benzamide